(S)-4-(hydroxyamino)-3-(4-((4-(((2-methoxyethyl)ammonio)methyl)phenyl)ethynyl)benzamido)-2-methyl-4-oxobutan-2-aminium propionate C(CC)(=O)[O-].ONC([C@H](C(C)([NH3+])C)NC(C1=CC=C(C=C1)C#CC1=CC=C(C=C1)C[NH2+]CCOC)=O)=O.C(CC)(=O)[O-]